6-(difluoromethyl)-3-(4-(8-(methylsulfonyl)-3,8-diazabicyclo[3.2.1]oct-3-yl)pyrimidin-2-yl)imidazo[1,2-a]pyrazine FC(C=1N=CC=2N(C1)C(=CN2)C2=NC=CC(=N2)N2CC1CCC(C2)N1S(=O)(=O)C)F